(R)-6-fluoro-1-(1-methyl-1H-pyrazol-4-yl)-7-(2-(((3-methylpyridin-2-yl)oxy)methyl)pyrrolidin-1-yl)-4-oxo-1,4-dihydro-quinoline-3-carboxylic acid FC=1C=C2C(C(=CN(C2=CC1N1[C@H](CCC1)COC1=NC=CC=C1C)C=1C=NN(C1)C)C(=O)O)=O